(R)-7-methyl-2-((7-methylquinoxalin-6-yl)amino)-9-(tetrahydro-2H-pyran-3-yl)-7,9-dihydro-8H-purin-8-one CN1C(N(C2=NC(=NC=C12)NC=1C=C2N=CC=NC2=CC1C)[C@H]1COCCC1)=O